C(CCCCCCCCCCCCCCCCCCCCCCCCCCCCCC)(=O)OCCCCCCCC\C=C/CCCCCC palmitoleyl hentriacontanoate